N-(5-(5-(difluoromethyl)-1,3,4-oxadiazol-2-yl)pyrimidin-2-yl)-4-(1H-pyrazol-4-yl)-1H-benzo[d]imidazol-6-amine FC(C1=NN=C(O1)C=1C=NC(=NC1)NC=1C=C(C2=C(NC=N2)C1)C=1C=NNC1)F